Methyl 5-(difluoromethyl)-3-((1-isopropylpiperidin-4-yl)oxy)thiophene-2-carboxylate FC(C1=CC(=C(S1)C(=O)OC)OC1CCN(CC1)C(C)C)F